C1=CC(=CC=C1C2=CC(=O)C3=C(O2)C=C(C(=C3O)[C@H]4[C@@H]([C@H]([C@@H]([C@H](O4)CO)O)O)O[C@H]5[C@@H]([C@H]([C@@H]([C@H](O5)CO)O)O)O)O)O The molecule is a disaccharide derivative that is isovitexin substituted at position 2'' on the glucose ring by a beta-D-glucosyl residue. It has a role as a metabolite. It is a C-glycosyl compound, a disaccharide derivative and a trihydroxyflavone. It derives from an isovitexin.